tert-Butyl 3-(4-((3-chloro-4-((1-methyl-1H-pyrazol-3-yl)oxy)phenyl)amino)pyrido[3,4-d]pyrimidin-6-yl)piperidine-1-carboxylate ClC=1C=C(C=CC1OC1=NN(C=C1)C)NC=1C2=C(N=CN1)C=NC(=C2)C2CN(CCC2)C(=O)OC(C)(C)C